C(C)(C)OC(=O)OCOP(=O)(OCOC(=O)OC(C)C)CC1=CC2=C(SC(=C2)C(=O)OC2=C(C(=C(C(=C2F)F)F)F)F)C=C1 perfluorophenyl 5-((bis(((isopropoxycarbonyl) oxy)methoxy) phosphoryl) methyl)benzo[b]thiophene-2-carboxylate